7-(5-fluoro-2-methyl-4-(1H-1,2,4-triazol-3-yl)phenyl)-1-(tetrahydro-2H-pyran-4-yl)-3,4-dihydropyrazino[2,3-b]pyrazin-2(1H)-one FC=1C(=CC(=C(C1)C1=CN=C2C(=N1)N(C(CN2)=O)C2CCOCC2)C)C2=NNC=N2